C(CCC)C(=C(C(=O)[O-])C)CC1CO1 Butyl-Glycidylmethacrylat